1,2,3,4-tetrakis(mercaptomethylthiothio)benzene SCSSC1=C(C(=C(C=C1)SSCS)SSCS)SSCS